sodium N-lauroyl-N'-hydroxyethyl-N'-carboxymethyl-ethylenediamine C(CCCCCCCCCCC)(=O)NCCN(CC(=O)O)CCO.[Na]